Methyl 6-((2,2-dimethyl-4-oxo-3,8,11,14,17-pentaoxa-5-azanonadecan-19-yl)amino)picolinate CC(C)(OC(NCCOCCOCCOCCOCCNC1=CC=CC(=N1)C(=O)OC)=O)C